3-((5-methyl-7-(methylsulfonyl)-4-oxo-4,5,6,7,8,9-hexahydro-3H-pyrido[4',3':4,5]pyrrolo[2,3-d]pyridazin-3-yl)methyl)thiophene-2-carboxamide CN1C2=C(C3=C1C(N(N=C3)CC3=C(SC=C3)C(=O)N)=O)CCN(C2)S(=O)(=O)C